2-[1-[2,6-difluoro-4-[4-(2-pyridyloxy)pyrimidin-2-yl]phenyl]-4-piperidinyl]acetic acid FC1=C(C(=CC(=C1)C1=NC=CC(=N1)OC1=NC=CC=C1)F)N1CCC(CC1)CC(=O)O